(2e,6z)-3,7,11-trimethyldodeca-2,6,10-trien-1-ol C\C(=C/CO)\CC\C=C(/CCC=C(C)C)\C